1-(3-chloro-4-tolyl)-N-((5-(2,6-dioxopiperidin-3-yl)-4-oxo-5,6-dihydro-4H-thieno[3,4-c]pyrrol-1-yl)methyl)methanesulfonamide ClC=1C=C(C=CC1CS(=O)(=O)NCC=1SC=C2C1CN(C2=O)C2C(NC(CC2)=O)=O)C